N-(((2R,4S)-4-(aminomethyl)-3-oxopyrrolidin-2-yl)methyl)-3-(4-fluorophenyl)-1H-indole-2-carboxamide hydrogen chloride salt Cl.NC[C@@H]1C([C@H](NC1)CNC(=O)C=1NC2=CC=CC=C2C1C1=CC=C(C=C1)F)=O